CC(CCCCO)CCCCO 5-methyl-1,9-nonanediol